8-chloro-3,7-dimethyl-1-phenethyl-1H-purine-2,6(3H,7H)-dione ClC1=NC=2N(C(N(C(C2N1C)=O)CCC1=CC=CC=C1)=O)C